[1,2,4]triazolo[5,1-i]purin-2(3H)-one N1C(NC=2N=CN3C(C12)=NC=N3)=O